2-(2,6-dioxo-3-piperidyl)-5-[2-[2-[2-[2-[(2S)-4-[4-(5-isopropoxy-1H-indazol-3-yl)-2-pyridyl]-2-methyl-piperazin-1-yl]ethoxy]ethoxy]ethoxy]ethoxy]isoindoline-1,3-dione O=C1NC(CCC1N1C(C2=CC=C(C=C2C1=O)OCCOCCOCCOCCN1[C@H](CN(CC1)C1=NC=CC(=C1)C1=NNC2=CC=C(C=C12)OC(C)C)C)=O)=O